FC(C1=CC=C(C=N1)NC(=O)C1(CC1)NC(OC(C)(C)C)=O)(F)F Tert-Butyl (1-((6-(trifluoromethyl)pyridin-3-yl)carbamoyl)cyclopropyl)carbamate